5-{1-fluoro-3-hydroxy-7-[(3R)-3-hydroxybutoxy]naphthalen-2-yl}-1λ6,2,5-thiadiazolidine-1,1,3-trione FC1=C(C(=CC2=CC=C(C=C12)OCC[C@@H](C)O)O)N1CC(NS1(=O)=O)=O